tert-Butyl [2-(trimethylstannyl)-3-thienyl]carbamate C[Sn](C=1SC=CC1NC(OC(C)(C)C)=O)(C)C